4-piperazinylaminobenzenesulfonamide N1(CCNCC1)NC1=CC=C(C=C1)S(=O)(=O)N